2-chloro-N-(2-hydroxy-3-methylphenyl)acetamide ClCC(=O)NC1=C(C(=CC=C1)C)O